2,2-dimethylcyclohexane-1,3-dione CC1(C(CCCC1=O)=O)C